4-(4-Cyano-3-hydroxy-6-naphthalen-2-ylmethyl-pyridin-2-yl)-4-oxo-butyric acid C(#N)C1=C(C(=NC(=C1)CC1=CC2=CC=CC=C2C=C1)C(CCC(=O)O)=O)O